COC1=CC=C(C=C1)C1=NCCC2=CC=CC=C12 1-(4-methoxyphenyl)-3,4-dihydroisoquinoline